methyl (S)-2-((S)-2-(methylamino)pentanamido)-3-((S)-2-oxopyrrolidin-3-yl)propanoate CN[C@H](C(=O)N[C@H](C(=O)OC)C[C@H]1C(NCC1)=O)CCC